2,4-bis(o-chlorophenyl)-5-(3,4-dimethoxyphenyl)diphenylimidazole ClC1=C(C=CC=C1)C1N(C(=C(N1C1=CC=CC=C1)C1=C(C=CC=C1)Cl)C1=CC(=C(C=C1)OC)OC)C1=CC=CC=C1